C(C=C)(=O)N1CCN(C2=CC=CC(=C12)C)C1=CC2=C(N=C(N=C2)N)N(C1=O)C1CCC(CC1)(C)O 6-(4-acryloyl-5-methyl-3,4-dihydroquinoxalin-1(2H)-yl)-2-amino-8-((1s,4s)-4-hydroxy-4-methylcyclohexyl)pyrido[2,3-d]pyrimidin-7(8H)-one